(2R,3R)-3-(3-(4-(4-methylbenzyloxy)phenyl)isoxazol-5-yl)-2-(2,4-difluorophenyl)-1-(1H-tetrazol-1-yl)butan-2-ol CC1=CC=C(COC2=CC=C(C=C2)C2=NOC(=C2)[C@@H]([C@@](CN2N=NN=C2)(O)C2=C(C=C(C=C2)F)F)C)C=C1